N-ethyl-6-hydroxy-anthramide C(C)NC(=O)C1=CC=CC2=CC3=CC(=CC=C3C=C12)O